(2S)-N-[(2S,3R)-4-[tert-butylcarbamoyl(2-methylpropyl)amino]-3-hydroxy-1-phenylbutan-2-yl]-2-(quinoline-2-carbonylamino)butanediamide C(C)(C)(C)NC(=O)N(C[C@H]([C@H](CC1=CC=CC=C1)NC([C@H](CC(=O)N)NC(=O)C1=NC2=CC=CC=C2C=C1)=O)O)CC(C)C